1-(2-methoxyethyl)-1H-pyrazol-4-ylPyrazolo[5,1-b]Thiazole-7-carboxamide COCCN1N=CC(=C1)C1=CN2C(S1)=C(C=N2)C(=O)N